C1(=CC=CC2=CC=CC=C12)C1=CC=C(C=C1)N(C1=CC=C(C=C1)C1=CC=C(C=C1)C=1C(=CC(=CC1C1=CC=CC=C1)C1=CC=CC=C1)C1=CC=CC=C1)C1=CC=CC=C1 N-(4-naphthalene-1-yl-phenyl)-N,3',5'-triphenyl-[1,1':2',1'':4'',1'''-quaterphenyl]-4'''-amine